methylenebis(methyl) phthalate C1(C=2C(C(=O)OCCCO1)=CC=CC2)=O